(5-(6-((3-(4-methylpiperazin-1-yl)phenyl)amino)-1H-pyrrolo[2,3-b]pyridin-3-yl)pyrazolo[1,5-a]pyridin-3-yl)(piperidin-1-yl)methanone CN1CCN(CC1)C=1C=C(C=CC1)NC1=CC=C2C(=N1)NC=C2C2=CC=1N(C=C2)N=CC1C(=O)N1CCCCC1